4-[(2R)-3-(3,4-dihydro-1H-isoquinolin-2-yl)-2-hydroxy-propyl]-2,2-dimethyl-8-(morpholinomethyl)-3H-1,4-benzoxazepine-5-one C1N(CCC2=CC=CC=C12)C[C@H](CN1CC(OC2=C(C1=O)C=CC(=C2)CN2CCOCC2)(C)C)O